C(C)N(C(C=O)=O)C N-ethyl-N-methyl-2-oxoacetamide